FC=1C=C(C=C(C1)F)C(C)OC=1C=C2C(=NNC2=CC1)C1=NC2=C(N1)CN(C2)CC2CCN(CC2)C(C)=O 1-(4-((2-(5-(1-(3,5-Difluorophenyl)ethoxy)-1H-indazol-3-yl)-4,6-dihydropyrrolo[3,4-d]imidazol-5(1H)-yl)methyl)piperidin-1-yl)ethan-1-one